N1N=CC=2C=NC=3C=CC(=CC3C21)C(=O)NN 1H-pyrazolo[4,3-c]quinoline-8-carbohydrazide